BrC=1C=C(CNC2=NC=C(C=N2)C(=O)OCC)C=C(C1)Br Ethyl 2-((3,5-dibromobenzyl)amino)pyrimidine-5-carboxylate